(S)-(3-((1-(3-chloro-6-(2-(diisopropylcarbamoyl)-4-fluorophenoxy)-1,2,4-triAzin-5-yl)pyrrolidin-3-yl)methyl)-3-azaspiro[5.5]undec-9-yl)carbamate ClC=1N=NC(=C(N1)N1C[C@@H](CC1)CN1CCC2(CC1)CCC(CC2)NC([O-])=O)OC2=C(C=C(C=C2)F)C(N(C(C)C)C(C)C)=O